1,2,3,4-butanetetracarboxylic acid tetrakis(2-isobutylcyclohexylamide) C(C(C)C)C1C(CCCC1)NC(=O)CC(C(CC(=O)NC1C(CCCC1)CC(C)C)C(=O)NC1C(CCCC1)CC(C)C)C(=O)NC1C(CCCC1)CC(C)C